methyl 3-chloro-5-oxo-6,7,8,9-tetrahydro-5H-benzo[7]annulene-2-carboxylate ClC1=CC2=C(CCCCC2=O)C=C1C(=O)OC